(3S,4S)-1-(5-(4,6-dimethylpyrimidin-5-yl)-1H-pyrrole-2-carbonyl)-N-(4-fluoro-3-methylphenyl)-4-methylpyrrolidine-3-carboxamide CC1=NC=NC(=C1C1=CC=C(N1)C(=O)N1C[C@H]([C@@H](C1)C)C(=O)NC1=CC(=C(C=C1)F)C)C